(5-azaspiro[2.4]heptan-6-yl)ethanone hydrochloride Cl.C1CC12CNC(C2)C(C)=O